4-(4-((1R,5S)-3,8-diazabicyclo[3.2.1]oct-3-yl)-8-fluoro-5-methoxy-2-((2-Methyltetrahydro-1H-pyrrolizin-7a(5H)-yl)methoxy)pyrido[4,3-d]pyrimidin-7-yl)-5-ethynyl-6-fluoronaphthalene [C@H]12CN(C[C@H](CC1)N2)C=2C1=C(N=C(N2)OCC23CCCN3CC(C2)C)C(=C(N=C1OC)C1=CC=CC2=CC=C(C(=C12)C#C)F)F